2,2-dimethoxybenzene COC1(CC=CC=C1)OC